SCC1=C(C(=C(C(=C1C)CS)C)CS)C 2,4,6-tris(mercaptomethyl)mesitylene